3-(5-(pyridin-4-yl)-2H-indazol-2-yl)piperidine-1-carboxylic acid tert-butyl ester C(C)(C)(C)OC(=O)N1CC(CCC1)N1N=C2C=CC(=CC2=C1)C1=CC=NC=C1